4-hydroxy-2-(((S)-1-(4-(4-methylthiazol-5-yl)phenyl)ethyl)formyl)pyrrole OC=1C=C(NC1)C(=O)[C@@H](C)C1=CC=C(C=C1)C1=C(N=CS1)C